8-(((S)-1-(2-Chlorophenyl)ethyl)amino)-N-((R,E)-4-(methylsulfonyl)but-3-en-2-yl)-[1,2,4]triazolo[4,3-a]pyridine-5-carboxamide ClC1=C(C=CC=C1)[C@H](C)NC=1C=2N(C(=CC1)C(=O)N[C@H](C)\C=C\S(=O)(=O)C)C=NN2